CS(=O)(=O)[O-].[Bi+3].CS(=O)(=O)[O-].CS(=O)(=O)[O-] bismuth methanesulfonate salt